thiazole-5-carboxylic acid S1C=NC=C1C(=O)O